(S)-1-(3-((4-((5-(furan-2-yl)-2-methoxyphenyl)amino)-7-methoxy-quinazolin-6-yl)oxy)pyrrolidin-1-yl)prop-2-en-1-one O1C(=CC=C1)C=1C=CC(=C(C1)NC1=NC=NC2=CC(=C(C=C12)O[C@@H]1CN(CC1)C(C=C)=O)OC)OC